5-(1-fluoro-3-hydroxy-7-methoxynaphthalen-2-yl)-1λ6,2,5-thiadiazolidine-1,1,3-trione FC1=C(C(=CC2=CC=C(C=C12)OC)O)N1CC(NS1(=O)=O)=O